FC=1C=C(C=C(C1)B1OC(C(O1)(C)C)(C)C)C1(CC1)CNC(OC(C)(C)C)=O tert-Butyl ({1-[3-fluoro-5-(4,4,5,5-tetramethyl-1,3,2-dioxaborolan-2-yl)phenyl]cyclopropyl}methyl)carbamate